1-(6-((2-amino-2-oxo-1-phenylethyl)thio)-3,5-dicyano-4-ethylpyridin-2-yl)-4-hydroxypiperidine-4-carboxamide NC(C(C1=CC=CC=C1)SC1=C(C(=C(C(=N1)N1CCC(CC1)(C(=O)N)O)C#N)CC)C#N)=O